tert-butyl (6-((5-(1,1-difluoroethyl)-2-oxopyrrolidin-3-yl)methyl)pyridazin-3-yl)carbamate FC(C)(F)C1CC(C(N1)=O)CC1=CC=C(N=N1)NC(OC(C)(C)C)=O